FC1=CC=CC(=N1)C1=NC2=CC(=NC=C2C=C1)CC(=O)O 2-(2-(6-fluoropyridin-2-yl)-1,6-naphthyridin-7-yl)acetic acid